5'-(4-carboxyphenyl)-2'-methyl-[1,1':3',1''-terphenyl]-4,4''-dicarboxylic acid C(=O)(O)C1=CC=C(C=C1)C=1C=C(C(=C(C1)C1=CC=C(C=C1)C(=O)O)C)C1=CC=C(C=C1)C(=O)O